N[C@H](CC(=O)O)CC1=CSC=C1 (S)-β-amino-4-(3-thienyl)-butyric acid